C1=CC=CC=2N(CC3=C(C#CC21)C=CC=C3)C(CCC(=O)NCC(=O)NCC(=O)N[C@@H](CC3=CC=CC=C3)C(=O)NCC(=O)O)=O N-[4-(11,12-Didehydrodibenzo[b,f]azocin-5(6H)-yl)-4-oxobutanoyl]glycylglycyl-L-phenylalanylglycine